(E)-fluorenylmethoxycarbonyl-S-trityl-L-cysteine-4-oxo-4-phenyl-2-buten-2-yl ester O=C(C=C(C)OC([C@@H](NC(=O)OCC1=CC=CC=2C3=CC=CC=C3CC12)CSC(C1=CC=CC=C1)(C1=CC=CC=C1)C1=CC=CC=C1)=O)C1=CC=CC=C1